C(C1=CC=CC=C1)OC1=C(C=C(C=C1)C(=O)C1=CNC2=CC=C(C=C2C1=O)OC)OC 3-{[4-(benzyloxy)-3-methoxyphenyl]carbonyl}-6-methoxyquinolin-4(1H)-one